BrC=1N=NN(C1C)C1C[C@H]2CC[C@@H](C1)N2C2COC2 (1R,5S)-3-(4-bromo-5-methyl-triazol-1-yl)-8-(oxetan-3-yl)-8-azabicyclo[3.2.1]octane